The molecule is a xylose derivative that is beta-D-xylose in which the hydrogen of the anomeric hydroxy group is replaced by myricetin. it has been isolated from Mimosa diplotricha. It has a role as a plant metabolite. It is a xylose derivative, a glycosyloxyflavone, a monosaccharide derivative and a pentahydroxyflavone. It derives from a myricetin. C1[C@H]([C@@H]([C@H]([C@@H](O1)OC2=C(OC3=CC(=CC(=C3C2=O)O)O)C4=CC(=C(C(=C4)O)O)O)O)O)O